(4S,5S)-4-cyclopropyl-7-ethyl-6-oxo-1-(tetrahydro-2H-pyran-4-yl)-5-(3-(trifluoromethyl)benzamido)-4,5,6,7-tetrahydro-1H-pyrazolo[3,4-b]pyridine-3-carboxylic acid C1(CC1)[C@H]1C2=C(N(C([C@H]1NC(C1=CC(=CC=C1)C(F)(F)F)=O)=O)CC)N(N=C2C(=O)O)C2CCOCC2